N[C@@H](CC1=CNC2=CC=CC=C12)C(=O)N[C@@H]([C@H](O)C)C(=O)O tryptophyl-L-threonine